NC1=C2N=CN(C2=NC(=N1)F)[C@H]1C[C@@H]([C@@](O1)(C#C)CO[P@](=O)(OC1=CC=CC=C1)N[C@@H](C)C(=O)OC(C)C)OC(=O)OCCCCCCCCC Isopropyl ((S)-(((2R,3S,5R)-5-(6-amino-2-fluoro-9H-purin-9-yl)-2-ethynyl-3-(((nonyloxy)carbonyl)oxy) tetrahydrofuran-2-yl)methoxy)(phenoxy)phosphoryl)-L-alaninate